CN1C[C@@H](CCC1)N1CCC2=C1N=NC(=C2)C2=C(C=C(C=C2)C(F)(F)F)O (R)-2-(7-(1-methylpiperidin-3-yl)-6,7-dihydro-5H-pyrrolo[2,3-c]pyridazin-3-yl)-5-(trifluoromethyl)phenol